C(=O)(O)C(C)(C)OC=1C=C(C=CC1)C1CN(CCC1)C(=O)C=1C=CC(=C(C1)C1=CC(=C(C=C1)F)F)O[C@@H]1CNCC1 (3S)-3-((5-(3-(3-((2-carboxypropan-2-yl)oxy)phenyl)piperidine-1-carbonyl)-3',4'-difluoro-[1,1'-biphenyl]-2-yl)oxy)pyrrolidine